COC(C1CCN(CC1)C1=CC(=C(C(=C1)F)C1C(NC(CC1)=O)=O)F)OC 3-(4-(4-(dimethoxymethyl)piperidin-1-yl)-2,6-difluorophenyl)piperidine-2,6-dione